2-chloro-5-((3-(trimethylsilyl)prop-2-yn-1-yl)oxy)pyrimidine ClC1=NC=C(C=N1)OCC#C[Si](C)(C)C